O=C1C(=C(C=NN1COCC[Si](C)(C)C)N1[C@@H](CCC1)COC(C(=O)O)CC)C(F)(F)F [(2S)-1-[6-oxo-5-(trifluoromethyl)-1-[[2-(trimethylsilyl)ethoxy]methyl]-1,6-dihydropyridazin-4-yl]pyrrolidin-2-yl]methoxylbutanoic acid